NC\C=C(\CN1N=NC2=C1C=CC=C2C=2C=C(C=CC2)S(=O)(=O)NC2CC2)/F (Z)-3-(1-(4-amino-2-fluorobut-2-en-1-yl)-1H-benzo[d][1,2,3]triazol-4-yl)-N-cyclopropylbenzenesulfonamide